S1C(=NC2=C1C=CC=C2)C2=C(SC=1CN(CCC12)C(C)C)NC(CCNCC(=O)OC(C)(C)C)=O tert-butyl (3-((3-(benzo[d]thiazol-2-yl)-6-isopropyl-4,5,6,7-tetrahydrothieno[2,3-c]pyridin-2-yl)amino)-3-oxopropyl)glycinate